6-[(diphenylmethylene)amino]-3-(6-fluoropyridin-3-yl)-2-[4-(4-methyl-1,2,4-triazol-3-yl)piperidin-1-yl]benzonitrile C1(=CC=CC=C1)C(C1=CC=CC=C1)=NC1=CC=C(C(=C1C#N)N1CCC(CC1)C1=NN=CN1C)C=1C=NC(=CC1)F